C(CCCCCCC)OC1=CC=C(C=C1)[I+]C1=CC=CC=C1 [4-(octyloxy)phenyl]phenyliodonium